C12CN(CC(CC1)O2)C2=CC=C1N=CC(=NC1=C2)C=2C=NN(C2)[C@@H]2C[C@H](C2)CCCNC=2C=C1C(N(C(C1=CC2)=O)C2C(NC(CC2)=O)=O)=O 5-((3-(trans-3-(4-(7-(8-oxa-3-azabicyclo[3.2.1]octan-3-yl)quinoxalin-2-yl)-1H-pyrazol-1-yl)cyclobutyl)propyl)amino)-2-(2,6-dioxopiperidin-3-yl)isoindoline-1,3-dione